CCCCCC(=O)/C=C/C=C\\C/C=C\\C/C=C\\CCCC(=O)[O-] The molecule is a polyunsaturated oxo fatty acid anion that is the conjugate base of 15-oxo-ETE. It is an oxo fatty acid anion, a long-chain fatty acid anion, a polyunsaturated fatty acid anion and an oxo-ETE anion. It is a conjugate base of a 15-oxo-ETE.